C(\C=C\CCCCCCCCCCCCCCC)(=O)O (E)-octadecenoic acid